COC=1C2=C(N=C(N1)N[C@H]1CCC(N(C1)C)=O)NC=C2C2=CC=1N(C=C2)N=CC1 (S)-5-((4-methoxy-5-(pyrazolo[1,5-a]pyridin-5-yl)-7H-pyrrolo[2,3-d]pyrimidin-2-yl)amino)-1-methylpiperidin-2-one